(R)-methyl indole-3-lactate N1C=C(C2=CC=CC=C12)C[C@H](C(=O)OC)O